erbium tetraboride B#[Er]